OC(=O)C(F)(F)F.NCC1=CC2=C(C(N(C2)C2C(NC(CC2)=O)=O)=O)S1 3-(2-(aminomethyl)-6-oxo-4H-thieno[2,3-c]pyrrol-5(6H)-yl)piperidine-2,6-dione TFA salt